FC(C1=NN=C(O1)C=1C=CC(=NC1)CN(S(=O)(=O)CC)C1=CC(=CC(=C1)F)F)F N-((5-(5-(difluoromethyl)-1,3,4-oxadiazol-2-yl)pyridin-2-yl)methyl)-N-(3,5-difluorophenyl)ethanesulfonamide